ClC1=C(C=CC(=C1)OCC)C(C)N 1-(2-chloro-4-ethoxyphenyl)ethanamine